2-allyl-2-isopropyl-1,3-propanediol C(C=C)C(CO)(CO)C(C)C